C1(CCCCC1)OCOC1=C(C(=CC(=C1)CCCCC)OCOC1CCCCC1)C1C(CCC(=C1)C)C(=C)C 2',6'-bis((cyclohexyloxy)methoxy)-5-methyl-4'-pentyl-2-(prop-1-en-2-yl)-1,2,3,4-tetrahydro-1,1'-biphenyl